lithium o-xylene tert-butyl-3-(4-((4-([1,2,4]triazolo[1,5-a]pyridin-7-ylmethyl)-3-methylphenyl)amino)pyrido[3,2-d]pyrimidin-6-yl)-3,8-diazabicyclo[3.2.1]octane-8-carboxylate C(C)(C)(C)OC(=O)N1C2CN(CC1CC2)C=2C=CC=1N=CN=C(C1N2)NC2=CC(=C(C=C2)CC2=CC=1N(C=C2)N=CN1)C.C=1(C(=CC=CC1)C)C.[Li]